[Mg+2].CN1C=2C(NC(=NC2NC[C@@H]1CNC1=CC=C(C(N[C@@H](CCC(=O)[O-])C(=O)O)=O)C=C1)N)=O.CN1C=2C(NC(=NC2NC[C@@H]1CNC1=CC=C(C(N[C@@H](CCC(=O)[O-])C(=O)O)=O)C=C1)N)=O (6S)-5-methyltetrahydrofolate magnesium salt